C(C1=CC=CC=C1)OC(=O)N1[C@@H](CCC1)C(=O)N1CCN(C2=C(C=CC=C12)C)C (S)-2-(4,5-dimethyl-1,2,3,4-tetrahydroquinoxaline-1-carbonyl)pyrrolidine-1-carboxylic acid benzyl ester